BrC=1C=CC(=C(C1)CNC)OCC1CCOCC1 1-(5-bromo-2-((tetrahydro-2H-pyran-4-yl)methoxy)phenyl)-N,N-dimethylamine